1-(5-chloro-2-methylphenyl)-1H-pyrrole-2,5-dione ClC=1C=CC(=C(C1)N1C(C=CC1=O)=O)C